C(C)(C)(C)OC(=O)N1C[C@H](CCC1)N(C)C1=NC(=CC=C1)Br tert-butyl-(3S)-3-[(6-bromopyridin-2-yl)(methyl)amino]piperidine-1-carboxylate